phosphorus ytterbium [Yb].[P]